C(C1=CC=CC=C1)[N+]1=NOC(=C1)[N-]C(NC1=CC(=CC=C1)C(F)(F)F)=O (3-benzyl-1,2,3-oxadiazol-3-ium-5-yl)((3-(trifluoromethyl)phenyl)carbamoyl)amide